ClC1=CC2=C(N(C(N=C2N2CCN(CC2)C(C=C)=O)=O)C2=C(C=CC=C2)C(C)C)N=C1C1=C(C=CC=C1O)F 6-chloro-7-(2-fluoro-6-hydroxyphenyl)-1-(2-(2-propanyl)phenyl)-4-(4-(2-propenoyl)-1-piperazinyl)pyrido[2,3-d]pyrimidin-2(1H)-one